FC1=CC=C(C=N1)C1=CC=2C=NC(=CC2N1)NC(=O)C1CC1 N-(2-(6-fluoropyridin-3-yl)-1H-pyrrolo[3,2-c]pyridin-6-yl)cyclopropanecarboxamide